C(C)O[Si](CCCN)(OCC)OCC 3-(triethoxysilyl)-1-propylamine